N,N-diethyl-2-(4-methoxy-1H-pyrrolo[3,2-c]pyridin-3-yl)ethan-1-amine hydrochloride Cl.C(C)N(CCC1=CNC2=C1C(=NC=C2)OC)CC